(S)-2-amino-N-(4-(1-benzyl-3-methyl-1H-pyrazol-4-yl)-3-fluorophenyl)-3,3-diphenylpropanamide hydrochloride Cl.N[C@H](C(=O)NC1=CC(=C(C=C1)C=1C(=NN(C1)CC1=CC=CC=C1)C)F)C(C1=CC=CC=C1)C1=CC=CC=C1